Cl.BrC1=C(C=CC(=C1)C#N)C[C@H](C(=O)O)[C@@H]1CNCC1 (2S)-3-(2-Bromo-4-cyanophenyl)-2-[(3R)-pyrrolidin-3-yl]propanoic acid hydrochloride